3-fluoro-N-methylpropan-1-amine FCCCNC